N-methyl-N-((1s,3s)-3-methyl-3-((6-(1-methyl-1H-pyrazol-4-yl)pyrazolo[1,5-a]pyrazin-4-yl)oxy)cyclobutyl)acrylamide CN(C(C=C)=O)C1CC(C1)(OC=1C=2N(C=C(N1)C=1C=NN(C1)C)N=CC2)C